ClC=1C(=CC(=C(C1)NC(=O)[C@H]1N(C[C@@](C1)(C)O)C(=O)OC(C)(C)C)F)F tert-butyl (2s,4s)-2-((5-chloro-2,4-difluorophenyl) aminocarbonyl)-4-hydroxy-4-methylpyrrolidine-1-carboxylate